(5Z)-3-[(3-hydroxyphenyl)methyl]-5-[(2,4,6-trifluoro-3-hydroxyphenyl)methylidene]-1,3-thiazolidine-2,4-dione OC=1C=C(C=CC1)CN1C(S\C(\C1=O)=C/C1=C(C(=C(C=C1F)F)O)F)=O